BrC=1C(=C(C=CC1)C=1OC2=C(N1)C=C(C(=C2)OC(F)F)CN2[C@@H](CCC2)C(=O)OC)C methyl ((2-(3-bromo-2-methylphenyl)-6-(difluoromethoxy) benzo[d]oxazol-5-yl) methyl)-L-prolinate